tert-Butyl 4-((oxetan-3-ylmethyl)(phenyl)amino)piperidine-1-carboxylate O1CC(C1)CN(C1CCN(CC1)C(=O)OC(C)(C)C)C1=CC=CC=C1